C1C(C(=O)C2=CC=CC=C21)S thioindanone